[N+](=[N-])=C1C(C=CC2=CC=CC=C12)=O 1-diazonaphthalen-2(1H)-one